3-difluoromethyl-1-ethyl-5-nitro-1H-benzo[d]imidazol-2(3H)-one FC(N1C(N(C2=C1C=C(C=C2)[N+](=O)[O-])CC)=O)F